4,4'-methylenebis(2-(2-hydroxy-3,5-dimethylbenzyl)-6-methylphenol) C(C1=CC(=C(C(=C1)C)O)CC1=C(C(=CC(=C1)C)C)O)C1=CC(=C(C(=C1)C)O)CC1=C(C(=CC(=C1)C)C)O